(1R,4s)-4-(8-(2,6-dichloro-4-fluorophenylamino)-2-((S)-1-hydroxypropan-2-ylamino)-9H-purin-9-yl)cyclohexanecarboxamide ClC1=C(C(=CC(=C1)F)Cl)NC=1N(C2=NC(=NC=C2N1)N[C@H](CO)C)C1CCC(CC1)C(=O)N